2-(4-(bromomethyl)-2-chlorophenyl)-4,4,5,5-tetramethyl-1,3,2-dioxaborolane BrCC1=CC(=C(C=C1)B1OC(C(O1)(C)C)(C)C)Cl